FC(C)(F)C=1C=C2C(=NC1)C=CN2C(=O)OC(C)(C)C tert-butyl 6-(1,1-difluoroethyl)-1H-pyrrolo[3,2-b]pyridine-1-carboxylate